N,N,N'-tri-(hydroxyethyl)ethylenediamine OCCN(CCNCCO)CCO